1,2-bis(butoxy)benzene (dibutyl phthalate) C(CCC)C=1C(=C(C(C(=O)O)=CC1)C(=O)O)CCCC.C(CCC)OC1=C(C=CC=C1)OCCCC